O1C(=CC=C1)CC1(NC2=CC=CC=C2C(=N1)N(C)C)N 2-(Furan-2-ylmethyl)-N4,N4-dimethylquinazoline-2,4-diamine